2,6-dioxo-4-(trifluoromethyl)-2,3-dihydropyrimidin O=C1NC(C=C(N1)C(F)(F)F)=O